CC=1C=CC=C2C(NC(=NC12)CCC(=O)O)=O 3-(8-methyl-4-oxo-3H-quinazolin-2-yl)propionic acid